3-(2-(3-(piperidin-1-ylmethyl)-1-propyl-1H-pyrrolo[2,3-c]pyridin-5-yl)pyridin-4-yl)-5-(trifluoromethyl)-1,2,4-oxadiazole N1(CCCCC1)CC1=CN(C2=CN=C(C=C21)C2=NC=CC(=C2)C2=NOC(=N2)C(F)(F)F)CCC